C(CCC)(=O)NC1=CC=C(C=C1)S(=O)(=O)NC1=C(CN(C(C2=C(C=CC=C2)F)=O)CC=2OC=CC2)C=CC=C1 N-(2-((4-butyrylaminophenyl)sulfonylamino)benzyl)-2-fluoro-N-(furan-2-ylmethyl)benzamide